N-(4-bromopyridin-2-yl)-4-fluorobenzamide BrC1=CC(=NC=C1)NC(C1=CC=C(C=C1)F)=O